C(=O)O.NCCC(=O)N1CCN(CC1)C(C1=C(C=C(C=C1)NC=1C=2N(C=CN1)C(=CN2)C=2C(=NNC2)C(F)(F)F)Cl)=O 3-amino-1-[4-[2-chloro-4-[[3-[3-(trifluoromethyl)-1H-pyrazol-4-yl]imidazo[1,2-a]pyrazin-8-yl]amino]benzoyl]piperazin-1-yl]propan-1-one formate